N-(6-amino-5-ethyl-3-pyridyl)-2-oxo-2-[(2R,5S)-5-methyl-2-[2-[rel-(4R)-1,2,2-trimethyl-4-piperidyl]indazol-5-yl]-1-piperidyl]acetamide NC1=C(C=C(C=N1)NC(C(N1[C@H](CC[C@@H](C1)C)C1=CC2=CN(N=C2C=C1)[C@H]1CC(N(CC1)C)(C)C)=O)=O)CC |o1:26|